C(C1=CC=CC=C1)OC1=C(C(=C(C(=O)OCC2=CC=CC=C2)C(=C1CC(F)(F)F)C)C)C benzyl 4-(benzyloxy)-2,3,6-trimethyl-5-(2,2,2-trifluoroethyl)benzoate